COC1=C(C=CC=C1)C=1C=NC=CC1C(=O)NC=1SC(=NN1)C=1SC=CN1 3-(2-methoxyphenyl)-N-(5-(1,3-thiazol-2-yl)-1,3,4-thiadiazol-2-yl)pyridine-4-carboxamide